C(C=C)N1C(N(C(N(C1=O)CC=C)=O)CC=C)=O 1,3,5-triallyl-1,3,5-triazine-2,4,6-Trione